COC(=O)[C@H]1N(C[C@@H](C1)NCCC1=CC=CC=C1)C(=O)OCC=C (2s,4r)-4-(phenethylamino)pyrrolidine-1,2-dicarboxylic acid 1-allyl 2-methyl ester